mono-Bocpiperidine C(=O)(OC(C)(C)C)N1CCCCC1